2-ethoxy-5-isobutyrylamino-N-(3-(2-carbonylpyrrolidin-1-yl)benzyl)benzamide C(C)OC1=C(C(=O)NCC2=CC(=CC=C2)N2C(CCC2)=C=O)C=C(C=C1)NC(C(C)C)=O